C(C1=CC=CC=C1)N1C[C@H]2C([C@H]2C1)C(C)(C)O 2-((1R,5S,6r)-3-benzyl-3-azabicyclo[3.1.0]hexan-6-yl)propan-2-ol